C(C1=CC=CC=C1)N1CC(CC1)(CO)F benzyl-3-fluoro-3-(hydroxymethyl)pyrrolidine